C1(=C(C(=C(C(=C1[2H])[2H])[2H])[2H])[2H])C=1C=CC2=C(C3=C(O2)C=CC=C3C=3C2=CC=CC=C2C(=C2C=CC=CC32)C3=C(C(=C(C(=C3[2H])[2H])[2H])[2H])[2H])C1 8-(phenyl-d5)-1-(10-(phenyl-d5)anthracen-9-yl)dibenzo[b,d]Furan